ClC=1C(=NC(=NC1)N[C@H]1C[C@@H](CC1)O)C1=CC=C2CNC(C2=C1)=O 6-(5-chloro-2-{[(1R,3R)-3-hydroxycyclopentyl]amino}pyrimidin-4-yl)-1-oxo-2,3-dihydro-1H-isoindol